(±)-1-(2,6-Dichlorobenzyl)-N-(9-((4-(pyridin-4-yl)piperazin-1-yl)methyl)-5,6-dihydro-4H-benzo[f]imidazo[1,2-a]azepin-4-yl)-1H-1,2,4-triazole-3-carboxamide ClC1=C(CN2N=C(N=C2)C(=O)N[C@H]2C=3N(C4=C(CC2)C=CC(=C4)CN4CCN(CC4)C4=CC=NC=C4)C=CN3)C(=CC=C1)Cl |r|